N',N''-dimethylaminopropyl-hexahydrotriazine CNN1N(CCCN1NC)CCC